(1-aminocyclooctyl)carboxylic acid NC1(CCCCCCC1)C(=O)O